O1C(CCC1)NC=C (tetrahydrofuran-2-yl)-vinylamine